phenylazotri-phenylmethane C1(=CC=CC=C1)N=NC(C1=CC=CC=C1)(C1=CC=CC=C1)C1=CC=CC=C1